5-(4-(1,3-dimethyl-2-oxo-1,2-dihydroquinolin-5-yl)-6-fluoro-3,4-dihydro-2H-benzo[b][1,4]oxazin-7-yl)-N-(3-(3-(2,6-dioxopiperidin-3-yl)benzofuran-5-yl)prop-2-yn-1-yl)picolinamide CN1C(C(=CC2=C(C=CC=C12)N1C2=C(OCC1)C=C(C(=C2)F)C=2C=CC(=NC2)C(=O)NCC#CC=2C=CC1=C(C(=CO1)C1C(NC(CC1)=O)=O)C2)C)=O